2-(3-(4-(2-methoxyethyl)-5-(pentan-3-ylcarbamoyl)-4H-1,2,4-triazol-3-yl)phenyl)-N-(pentan-3-yl)oxazole-5-carboxamide COCCN1C(=NN=C1C(NC(CC)CC)=O)C=1C=C(C=CC1)C=1OC(=CN1)C(=O)NC(CC)CC